trimethylenebis(diethylphosphine) C(C)P(CCCP(CC)CC)CC